13-chloro-19,21-difluoro-14-hydroxy-16,16-dioxo-16λ6-thia-6,9,17-triazatetracyclo[16.3.1.111,15.02,7]tricosan-1(22),2,4,6,11,13,15(23),18,20-nonaen-10-one ClC=1C=C2C(NCC3=NC=CC=C3C=3C(=CC(=C(NS(C(C1O)=C2)(=O)=O)C3)F)F)=O